C1CCCC2C3=CC=CC=C3NC12 2,3,4,4a,9,9a-hexahydro-1H-carbazole